CC1C(C12NC(C1=C2SC=C1)=O)C dimethylspiro[cyclopropane-1,6'-thieno[2,3-c]pyrrole]-4'-one